phosphorus pentoxide O=P(=O)OP(=O)=O